N-(3-morpholinobenzyl)thiazol-2-amine O1CCN(CC1)C=1C=C(CNC=2SC=CN2)C=CC1